Benzyl-9-bromo-6-fluoro-3,5-dihydro-2H-1,4-benzoxazepine C(C1=CC=CC=C1)C1OC2=C(CNC1)C(=CC=C2Br)F